ClC=1C=C(C=CC1F)NC(N(C)[C@@H]1COCC=2NC(C=3C=C(C=C(C3C21)F)F)=O)=O (S)-3-(3-chloro-4-fluorophenyl)-1-(8,10-difluoro-6-oxo-1,4,5,6-tetrahydro-2H-pyrano[3,4-c]isoquinolin-1-yl)-1-methylurea